N-(2,3-dihydrobenzo[b][1,4]dioxin-6-yl)-4-(N-(4-methoxyphenyl)sulfamoyl)benzamide O1C2=C(OCC1)C=C(C=C2)NC(C2=CC=C(C=C2)S(NC2=CC=C(C=C2)OC)(=O)=O)=O